NCCNC(=NCC)NCCCN(C)C 1-(2-aminoethyl)-3-(3-(dimethylamino)propyl)-2-ethylguanidine